C1N(CCC12CNCC2)C2=NC=NC=C2OC2=C(C(=O)N(C(C)C)C(C)C)C=C(C=C2)F 2-{[4-(2,7-diazaspiro[4.4]non-2-yl)pyrimidin-5-yl]oxy}-5-fluoro-N,N-di(propan-2-yl)benzamide